C(CCCCCCCCCCC)SCCC(O[Si](OCCCCCCN(CCO)CCO)(C)C)OCCCCCCCC\C=C/C\C=C/CCCCC (23Z,26Z)-13-(2-(dodecylthio)ethyl)-3-(2-hydroxyethyl)-11,11-dimethyl-10,12,14-trioxa-3-aza-11-siladotriaconta-23,26-dien-1-ol